OCC1CCN(CC1)C1=NC=CC(=C1)C1C(NC(CC1)=O)=O 3-(2-(4-(hydroxymethyl)piperidin-1-yl)pyridin-4-yl)piperidine-2,6-dione